CCCCCCCCCCCCCCCCCC/C=C\OC[C@H](COP(=O)(O)OC[C@H](CO)O)OC(=O)CCCCCCC/C=C\CCCCCC 1-(1Z-eicosenyl)-2-(9Z-hexadecenoyl)-glycero-3-phospho-(1'-sn-glycerol)